ethyl {1-[(ethoxycarbonyl) oxy]}2-(3-cyano-1-isopropyl-1H-indol-5-yl)isonicotinate C(C)OC(=O)ON1C(C=C(C(=O)OCC)C=C1)C=1C=C2C(=CN(C2=CC1)C(C)C)C#N